C(C[C@@H](O)[C@H](O)CO)O deoxyxylitol